1-(trans-4-hydroxycyclohexyl)-7-(2-methyl-6-(4H-1,2,4-triazol-3-yl)pyridin-3-yl)-3,4-dihydropyrazino[2,3-b]pyrazin-2(1H)-one O[C@@H]1CC[C@H](CC1)N1C(CNC=2C1=NC(=CN2)C=2C(=NC(=CC2)C2=NN=CN2)C)=O